(1S,2R,5S)-8-(Benzyloxy)-N-(3-chloro-2,4,6-trifluorobenzyl)-2,5-dimethyl-7,9-dioxo-2,5,7,9-tetrahydro-1,6-methanopyrido[1,2-b][1,2,5]triazonine-10-carboxamide C(C1=CC=CC=C1)OC=1C(C(=CN2N3[C@@H](C=C[C@@H](N(C(C21)=O)C3)C)C)C(=O)NCC3=C(C(=C(C=C3F)F)Cl)F)=O